CC1=NSC(=N1)NC(C1=C(C=CC=C1)C(F)(F)F)=O N-(3-methyl-1,2,4-thiadiazol-5-yl)-2-(trifluoromethyl)-benzamide